ClC=1C=NC=C(C1[C@@H](C)OC=1C=C2C(=NN(C2=CC1)C1OCCCC1)C=1C=CC(=NC1)N1CCS(CC1)(=O)=O)Cl 4-(5-(5-((R)-1-(3,5-Dichloropyridin-4-yl)ethoxy)-1-(tetrahydro-2H-pyran-2-yl)-1H-indazol-3-yl)pyridin-2-yl)thiomorpholine 1,1-dioxide